BrC1=CC=C(C2=CN(N=C12)C)C(=O)OC methyl 7-bromo-2-methyl-2H-indazole-4-carboxylate